N-((1,2,3,5,6,7-Hexahydro-s-indacen-4-yl)carbamoyl)-3,6-dimethoxypyridazine-4-sulfonamide, potassium salt [K].C1CCC2=C(C=3CCCC3C=C12)NC(=O)NS(=O)(=O)C1=C(N=NC(=C1)OC)OC